3,4-dihydro-2H-benzo[b][1,4]dioxepin-7-sulfonyl chloride O1C2=C(OCCC1)C=C(C=C2)S(=O)(=O)Cl